Benzoyl-methylenephenoselenazine selenonium salt [SeH3+].C(C1=CC=CC=C1)(=O)C1=CC=CC=2[Se](C3=CC=CC=C3NC12)=C